N(=[N+]=[N-])CC1=CNC2=CC(=CC=C12)C 3-(azidomethyl)-6-methyl-1H-indole